2-((4-((S)-2-(4-chloro-2-fluorophenyl)-4-fluoro-2H-chromen-8-yl)piperidin-1-yl)methyl)-3-(((S)-oxetan-2-yl)methyl)-3H-imidazo[4,5-b]pyridine-5-carboxylic acid ClC1=CC(=C(C=C1)[C@H]1OC2=C(C=CC=C2C(=C1)F)C1CCN(CC1)CC1=NC=2C(=NC(=CC2)C(=O)O)N1C[C@H]1OCC1)F